C(#N)C1CC(C1)NS(=O)(=O)C1=CC(=NC=C1O)OC1=C(C=C(C=C1Cl)N1N=C(C(NC1=O)=O)C(F)F)Cl N-(3-cyanocyclobutyl)-2-[2,6-dichloro-4-[6-(difluoromethyl)-3,5-dioxo-1,2,4-triazin-2-yl]phenoxy]-5-hydroxy-pyridine-4-sulfonamide